chloro-N-[3-(5-cyclopropylpyrazin-2-yl)phenyl]-7-fluoro-N-methyl-[1,2,4]triazolo[4,3-a]quinazolin-5-amine ClC1=NN=C2N1C1=CC=C(C=C1C(=N2)N(C)C2=CC(=CC=C2)C2=NC=C(N=C2)C2CC2)F